(2s,3s)-2-azido-3-(1-(tert-butoxycarbonyl)-1H-indol-3-yl)butyric acid N(=[N+]=[N-])[C@H](C(=O)O)[C@@H](C)C1=CN(C2=CC=CC=C12)C(=O)OC(C)(C)C